1-methyl-4-vinyl-pyridine CN1CC=C(C=C1)C=C